4-(4-((4-(4-((2-amino-9-chloro-10-oxo-10H-chromeno[3,2-b]pyridin-3-yl)oxy)phenyl)piperazin-1-yl)methyl)piperidin-1-yl)-N-(2,6-dioxopiperidin-3-yl)-2-fluorobenzamide NC1=C(C=C2C(=N1)C(C=1C(=CC=CC1O2)Cl)=O)OC2=CC=C(C=C2)N2CCN(CC2)CC2CCN(CC2)C2=CC(=C(C(=O)NC1C(NC(CC1)=O)=O)C=C2)F